1,4-dimethylolcyclohexane diacrylate C(C=C)(=O)O.C(C=C)(=O)O.C(O)C1CCC(CC1)CO